C(C)(C)(C)C=1C=C(CP2(C(C3=CC=CC=C3C=3C=CC=CC23)=O)=O)C=C(C1O)C(C)(C)C 10-(3,5-di-tert-butyl-4-hydroxybenzyl)-9,10-dihydro-9-oxo-10-phosphaphenanthrene-10-oxide